BrC=1C=C(OC2CCC(CC2)C=O)C=CC1 (1r,4r)-4-(3-bromophenoxy)cyclohexane-1-carbaldehyde